cis-ethyl 2-fluoro-2-(((4-methoxybenzyl)oxy)methyl)cyclopropanecarboxylate F[C@@]1([C@@H](C1)C(=O)OCC)COCC1=CC=C(C=C1)OC